5-fluoro-5,6-dihydrooxathiine 2,2-dioxide FC1C=CS(OC1)(=O)=O